CC1(OCCNC1)C (S)-6,6-dimethylmorpholine